P(=O)(O)(O)CN(CC(=O)[O-])CC(=O)[O-] N-(Phosphonomethyl)iminodiacetat